N-(2-bromophenyl)acrylamide Sodium 5-amino-1,3,4-oxadiazole-2-carboxylate NC1=NN=C(O1)C(=O)[O-].[Na+].BrC1=C(C=CC=C1)NC(C=C)=O